tert-butyl rac-(1R,2S,3R,5S)-2-(((benzyloxy)carbonyl)amino)-3-hydroxy-8-azabicyclo[3.2.1]octane-8-carboxylate C(C1=CC=CC=C1)OC(=O)N[C@H]1[C@H]2CC[C@@H](C[C@H]1O)N2C(=O)OC(C)(C)C |r|